o-methylphenoxyphosphine chloride [Cl-].CC1=C(OP)C=CC=C1